C1=C(C=CC2=CC=CC=C12)OC1=CC=C(OC(C)O)C=C1 4-(2-naphthoxy)-phenoxyethanol